5-allyl-8-hydroxyquinoline C(C=C)C1=C2C=CC=NC2=C(C=C1)O